The molecule is 1,3-Thiazolidine substituted with methyl groups at C-2, -5 and -5 and with a carboxy group at C-4, representing the thiazolidine ring of a generalised penicillin structure. It has a role as an allergen. It is a member of thiazolidines and a monocarboxylic acid. CC1NC(C(S1)(C)C)C(=O)O